C(C)(C)NCC=1C=C(C2=C(N=C(O2)C2=CC(=CC=C2)C2(CC(C2)C)C2=NN=CN2C)C1)C(F)(F)F Isopropyl[(2-{3-[(1r,3s)-3-methyl-1-(4-methyl-1,2,4-triazol-3-yl)cyclobutyl]phenyl}-7-(trifluoromethyl)-1,3-benzoxazol-5-yl)methyl]amine